decalene C1=CC=CC=CC=CC2=CC=CC=CC=CC=C12